C(C=C)C1(NC(N([C@H]2C[C@H](O)[C@@H](CO)O2)C=C1)=O)N 4-allyldeoxycytidine